(R)-N-(5-(3-fluoro-4-methylpyridin-2-yl)-2,3-dihydro-1H-inden-1-yl)-5-methylpyrazolo[1,5-a]pyridine-3-carboxamide FC=1C(=NC=CC1C)C=1C=C2CC[C@H](C2=CC1)NC(=O)C=1C=NN2C1C=C(C=C2)C